5-(2-(azepan-1-yl)ethoxy)-7-(6-fluoropyridin-3-yl)-5H-pyrido[4,3-b]indole N1(CCCCCC1)CCON1C2=C(C=3C=CC(=CC13)C=1C=NC(=CC1)F)C=NC=C2